C(C1=CC=CC=C1)N1C(=CC2=CC=CC=C12)C1=NNC(=C1)NC(C1=CC=C(C=C1)NC1CCN(CC1)C)=O N-(3-(1-benzyl-1H-indol-2-yl)-1H-pyrazol-5-yl)-4-((1-methylpiperidin-4-yl)amino)benzamide